(2S)-N-(4-(Cyclopropylamino)-3,4-dioxo-1-((S)-2-oxopyrrolidin-3-yl)butan-2-yl)-2-((S)-3-(2,4-dichlorophenyl)pentanamido)-4,4-dimethylpentanamid C1(CC1)NC(C(C(C[C@H]1C(NCC1)=O)NC([C@H](CC(C)(C)C)NC(C[C@H](CC)C1=C(C=C(C=C1)Cl)Cl)=O)=O)=O)=O